IC1=C(C=CC=C1)CC(=O)NC=1C=C(C=CC1)N1C(C(NC=2C3=C(C=CC12)C=CC=C3)=O)=O 4-[3-[(2-iodophenylacetyl)amino]phenyl]-1,4-dihydrobenzo[f]quinoxalin-2,3-dione